IC=1C(=CC2=C(OCO2)C1)SC1=NC(=C2N=CNC2=N1)N (6-iodobenzo[d][1,3]dioxol-5-yl)thio-9H-purin-6-amine